N-(2-methoxyethyl)-1H-triazole COCCN1N=NC=C1